(4S)-4-(2,3-dichloro-6-[[2-(trimethylsilyl)ethoxy]methoxy]phenyl)-2-oxopyrrolidine-3-carboxylic acid ClC1=C(C(=CC=C1Cl)OCOCC[Si](C)(C)C)[C@@H]1C(C(NC1)=O)C(=O)O